(2-(((2R,3S,4R,5R)-5-(2-chloro-6-(cyclopentylamino)-9H-purin-9-yl)-3,4-dihydroxytetrahydro-furan-2-yl)methoxy)-1-hydroxy-propan-2-yl)phosphonic acid ClC1=NC(=C2N=CN(C2=N1)[C@H]1[C@@H]([C@@H]([C@H](O1)COC(CO)(C)P(O)(O)=O)O)O)NC1CCCC1